CN(C(=O)C1=CNC(C=C1C1=CSC=C1)=O)C N,N-dimethyl-6-oxo-4-(thiophen-3-yl)-1,6-dihydropyridine-3-carboxamide